BrC1=C(C(=CC=C1)OC(F)F)[C@@H](CC(=O)OCC)NC1=C(C=CC(=C1)Cl)[N+](=O)[O-] ethyl (3R)-3-[2-bromo-6-(difluoromethoxy)phenyl]-3-[(5-chloro-2-nitrophenyl)amino]propanoate